1,1'-(1,3-phenylene)bis(prop-2-yn-1-one) C1(=CC(=CC=C1)C(C#C)=O)C(C#C)=O